N-(2-(4-((4-(2-Acetyl-5-fluoro-1H-indol-3-yl)-1H-1,2,3-triazol-1-yl)methyl)piperidin-1-yl)ethyl)-4-(2,6-difluorophenyl)piperidin-1-sulfonamid C(C)(=O)C=1NC2=CC=C(C=C2C1C=1N=NN(C1)CC1CCN(CC1)CCNS(=O)(=O)N1CCC(CC1)C1=C(C=CC=C1F)F)F